2-(2-chloro-4-pyridyl)ethanol ClC1=NC=CC(=C1)CCO